N-[(1S)-1-[[2-chloro-5-[3-[(3S)-4-methylmorpholin-3-yl]phenyl]phenyl]methyl]-2-[4-(3-methylimidazol-4-yl)anilino]-2-oxo-ethyl]-2-methyl-pyrazole-3-carboxamide ClC1=C(C=C(C=C1)C1=CC(=CC=C1)[C@@H]1N(CCOC1)C)C[C@@H](C(=O)NC1=CC=C(C=C1)C=1N(C=NC1)C)NC(=O)C=1N(N=CC1)C